C(CCCCCCCCC)(N)N.O1C(=C(C=C1)C(=O)O)C(=O)O furandicarboxylic acid decanediamine salt